6-(cyclopent-1-en-1-yl)-4-hydroxy-1-(2-morpholinoethyl)-2-oxo-1,2-dihydro-1,8-naphthyridine-3-carboxamide C1(=CCCC1)C=1C=C2C(=C(C(N(C2=NC1)CCN1CCOCC1)=O)C(=O)N)O